5-cyano-N-ethyl-N-(2,2,2-trifluoro-1-(o-tolyl)ethyl)pyridine-3-sulfonamide C(#N)C=1C=C(C=NC1)S(=O)(=O)N(C(C(F)(F)F)C1=C(C=CC=C1)C)CC